methylvinyldisilaneOne CC=C[Si]([SiH3])=O